(R)-8-chloro-6-(2-fluorophenyl)-4-methyl-4H-benzo[f]imidazo[1,5-a][1,4]diazepin-3-carboxylic acid ClC=1C=CC2=C(C(=N[C@@H](C=3N2C=NC3C(=O)O)C)C3=C(C=CC=C3)F)C1